(((2-chloro-9-(tetrahydro-2H-pyran-2-yl)-9H-purin-6-yl)amino)methyl)-4,6-dimethylpyridin-2(1H)-one ClC1=NC(=C2N=CN(C2=N1)C1OCCCC1)NCN1C(C=C(C=C1C)C)=O